nonylamin C(CCCCCCCC)N